6-methoxy-N-((R)-1-(oxazol-2-yl)ethyl)-8-(4-(trifluoromethyl)cyclohex-1-en-1-yl)quinoline-3-carboxamide COC=1C=C2C=C(C=NC2=C(C1)C1=CCC(CC1)C(F)(F)F)C(=O)N[C@H](C)C=1OC=CN1